(S)-N-(3-fluorophenyl)-1-prolylpiperidine-4-carboxamide hydrochloride Cl.FC=1C=C(C=CC1)NC(=O)C1CCN(CC1)C([C@H]1NCCC1)=O